t-butyl-α-diazoacetoacetate C(C)(C)(C)OC(C(C(=O)C)=[N+]=[N-])=O